(6-bromoimidazo[1,2-a]pyridin-2-yl)(3'-hydroxy-1,4-dihydro-1'H,2H-spiro[isoquinoline-3,4'-piperidin]-1'-yl)methanone BrC=1C=CC=2N(C1)C=C(N2)C(=O)N2CC(C1(CC2)NCC2=CC=CC=C2C1)O